CC1N(C(C1)C)C(=O)[C@H]1CN(C)[C@@H]2CC3=CNC4=CC=CC(C2=C1)=C34 lysergic acid 2,4-dimethylazetidide